ClC1=CC=C(C=C1)C(CN1N=CN=C1)(C(C)C1CC1)O 2-(4-chlorophenyl)-3-cyclopropyl-1-(1H-1,2,4-triazol-1-yl)butane-2-ol